2-(3-(3-Isopropyl-2-(8-methoxy-[1,2,4]triazolo[1,5-a]pyridin-6-yl)-1H-indol-5-yl)piperidin-1-yl)acetamid C(C)(C)C1=C(NC2=CC=C(C=C12)C1CN(CCC1)CC(=O)N)C=1C=C(C=2N(C1)N=CN2)OC